CC1=NC(=CC(=C1)C=1NC2=CC=C(C=C2C1C(C)C)C1CCN(CC1)C(CNCC(C)(N1CCOCC1)C)=O)C 1-(4-(2-(2,6-dimethylpyridin-4-yl)-3-isopropyl-1H-indol-5-yl)piperidin-1-yl)-2-((2-methyl-2-morpholinopropyl)amino)ethan-1-one